FC1=CC=C(CCN(C(OCCCC)=O)CCC=O)C=C1 butyl (4-fluorophenethyl)(3-oxopropyl)carbamate